C123CCC1CCC(CC2)CC3 tricyclo[5.2.2.01,4]undecane